N-(4-(2,4-dioxotetrahydropyrimidin-1(2H)-yl)phenyl)-7-(spiro[3.3]heptane-2-ylamino)heptylamide O=C1N(CCC(N1)=O)C1=CC=C(C=C1)[N-]CCCCCCCNC1CC2(C1)CCC2